FC(C(=O)O)(F)F.C(C)(C)C=1C=C(C=CC1OC1=C2C(=NC=C1)NC=C2)N2C(N(CC2=O)C2=CC(=CC=C2)C(F)(F)F)=O 3-[3-isopropyl-4-(1H-pyrrolo[2,3-b]pyridin-4-yloxy)phenyl]-1-[3-(trifluoromethyl)phenyl]-2,4-imidazolidinedione trifluoroacetate